ethyl 3-(N-(2-chloro-3-fluorophenyl)-5-iodo-1H-benzo[d]imidazole-2-carboxamido)-2,2-difluoropropanoate ClC1=C(C=CC=C1F)N(C(=O)C1=NC2=C(N1)C=CC(=C2)I)CC(C(=O)OCC)(F)F